1-(4-chlorophenyl)-N-(4-ethylphenyl)-1H-1,2,4-triazole-3-carboxamide ClC1=CC=C(C=C1)N1N=C(N=C1)C(=O)NC1=CC=C(C=C1)CC